(2-(8-chloro-1,4-dihydroquinazolin-2-yl)thiazol-4-yl)benzoic acid ClC=1C=CC=C2CN=C(NC12)C=1SC=C(N1)C1=C(C(=O)O)C=CC=C1